N-[(1S)-2-[[1-[(1SR)-1-(3-chloro-6-oxo-1H-pyridazin-5-yl)-3,3-difluoro-propyl]-3-fluoro-pyrazol-4-yl]amino]-1-(4,4-difluorocyclohexyl)-2-oxo-ethyl]-3-isopropyl-isoxazole-4-carboxamide ClC1=NNC(C(=C1)[C@H](CC(F)F)N1N=C(C(=C1)NC([C@H](C1CCC(CC1)(F)F)NC(=O)C=1C(=NOC1)C(C)C)=O)F)=O |&1:7|